ClC1=C(C=C(C=C1)F)C1(NC(C=2C=3NC(CN(C3C=C(C21)NC(C2=CC(=CC(=C2)F)C(F)(F)F)=O)CC(F)F)=O)=O)O N-[7-(2-chloro-5-fluorophenyl)-4-(2,2-difluoroethyl)-7-hydroxy-2,9-dioxo-2,3,4,7,8,9-hexahydro-1H-pyrrolo[4,3-f]quinoxalin-6-yl]-5-fluoro-3-(trifluoromethyl)benzamide